2-(4-cyclopropyl-2,6-dimethylphenyl)-6-(1-methyl-1H-pyrazol-3-yl)-2,5-dihydro-4H-pyrazolo[3,4-d]pyrimidine C1(CC1)C1=CC(=C(C(=C1)C)N1N=C2N=C(NCC2=C1)C1=NN(C=C1)C)C